3-{4-[cis-4-Amino-3-fluoropiperidin-1-yl]-7-chloro-3-(3-fluoro-5-methylphenyl)cinnolin-6-yl}-5-fluorobenzamid N[C@@H]1[C@@H](CN(CC1)C1=C(N=NC2=CC(=C(C=C12)C=1C=C(C(=O)N)C=C(C1)F)Cl)C1=CC(=CC(=C1)C)F)F